4-bromo-2,6-difluoro-3-nitrobenzoic acid BrC1=C(C(=C(C(=O)O)C(=C1)F)F)[N+](=O)[O-]